O[C@@H]1CCN(C1)C([C@H](C(C)C)N1N=CC(=C1)C)=O (2S,4R)-4-hydroxy-1-(3-methyl-2-(4-methyl-1H-pyrazol-1-yl)butanoyl)pyrrolidine